ClC1=CC2=C(C(=N1)OCC)C(N(C2)[C@@H](C)C2CC2)=O (S)-6-chloro-2-(1-cyclopropylethyl)-4-ethoxy-1,2-dihydro-3H-pyrrolo[3,4-c]pyridin-3-one